C(C1=CC(=C(N)C=C1)C)C1=CC(=C(N)C=C1)C 4,4'-methylene-bis-(2-methyl-aniline)